methyl 4-[7-(1-cyano-1-methyl-ethyl)imidazo[1,2-a]pyridin-3-yl]-2,6-dimethoxy-benzoate C(#N)C(C)(C)C1=CC=2N(C=C1)C(=CN2)C2=CC(=C(C(=O)OC)C(=C2)OC)OC